ethyl-(E)-5-[3-(3-chloro-10,11-dihydro-5H-dibenzo[b,f]azepin-5-yl)propyl-methyl-amino]pent-3-en-2-one C(C)CC(\C=C\CN(C)CCCN1C2=C(CCC3=C1C=CC=C3)C=CC(=C2)Cl)=O